FC(C1(N=C(OC(C1)(C)C)C=1C=NC2=C(C=CC=C2C1)F)C)(C1=CC=CC=C1)F 4-[difluoro(phenyl)methyl]-2-(8-fluoro-3-quinolyl)-4,6,6-trimethyl-5H-1,3-oxazine